CC(=CCC1=C(C=C(C(=C1O)C=1SC=C(C1)C)CCCCC)O)CCC=C(C)C 2-(3,7-dimethylocta-2,6-dien-1-yl)-4-(4-methylthiophen-2-yl)-5-pentylbenzene-1,3-diol